FC1=C(C=C(C(=C1)F)F)NS(=O)(=O)C1=CNC2=C1C=CC=1C=CC=NC21 N-(2,4,5-trifluorophenyl)-1H-pyrrolo[3,2-H]quinoline-3-sulfonamide